C1(CCCCC1)O monocyclohexyl alcohol